[N+](=O)([O-])C=1C=C2CC(NC(C2=CC1)=O)=O 6-nitroisoquinoline-1,3(2H,4H)-dione